FC1=CC=2[C@H](N(CCC2S1)C(=O)C1=NN2C(N=CC=C2)=C1)C ((R)-2-fluoro-4-methyl-4,5,6,7-tetrahydro-thieno[3,2-c]pyridine-5-carbonyl)pyrazolo[1,5-a]pyrimidine